ClC=1C(=NC(=NC1)NC1=CC(=C(C=2OCCOC21)C2CCNCC2)C)NC2=C(C=CC=C2)S(=O)(=O)C(C)C 5-chloro-N'-(2-(isopropylsulfonyl)phenyl)-N2-(7-methyl-8-(piperidin-4-yl)-2,3-dihydrobenzo[b][1,4]dioxin-5-yl)pyrimidine-2,4-diamine